D-galactopyranosyl-(1→6) α-D-glucopyranoside O([C@@H]1[C@H](O)[C@@H](O)[C@H](O)[C@H](O1)CO)C1[C@H](O)[C@@H](O)[C@@H](O)[C@H](O1)CO